6-((3,4-dimethylbenzyl)amino)-4-((8'-methyl-1',5'-dioxo-1',5'-dihydro-2'H-spiro[cyclohexane-1,3'-imidazo[1,5-a]pyridine]-6'-yl)amino)nicotinic acid CC=1C=C(CNC2=NC=C(C(=O)O)C(=C2)NC2=CC(=C3N(C2=O)C2(NC3=O)CCCCC2)C)C=CC1C